tert-butyl (azetidine-1-carbonyl)-9-hydroxy-6-azaspiro[3.5]nonane-6-carboxylate N1(CCC1)C(=O)C1CCC12CN(CCC2O)C(=O)OC(C)(C)C